O=C1NC(CCC1N1C(C2=CC=C(C=C2C1=O)N1CCC(CC1)CC1=CC(=CC=C1)CC1CCN(CC1)C1=NC=NC(=C1)C=1NN=C2C=CC(=CC12)OC1(CC1)C)=O)=O 2-(2,6-dioxo-3-piperidyl)-5-[4-[[3-[[1-[6-[5-(1-methylcyclopropoxy)-2H-indazol-3-yl]pyrimidin-4-yl]-4-piperidyl]methyl]phenyl]methyl]-1-piperidyl]isoindoline-1,3-dione